C1(CC1)C(=O)NC1=CC=C(C(=N1)C(=O)N[C@@H]1[C@H](CCC1)COC1=CC=C(C=C1)F)N1N=CC=N1 6-(cyclopropanecarbonylamino)-N-[(1S,2S)-2-[(4-fluorophenoxy)methyl]cyclopentyl]-3-(triazol-2-yl)pyridine-2-carboxamide